ClC1=C(C=CC=C1)N1CCN(C2=CC=CC=C12)CC(C)N1CCCC1 1-(4-(2-chlorophenyl)-3,4-dihydroquinoxalin-1(2H)-yl)-2-(pyrrolidin-1-yl)propan